tert-butyl-6-(2,4-dioxotetrahydropyrimidin-1(2H)-yl)-4-methyl-1H-indole-1-carboxylic acid methyl ester COC(=O)N1C(=CC2=C(C=C(C=C12)N1C(NC(CC1)=O)=O)C)C(C)(C)C